The molecule is a glycophytoceramide having a 4-O-(4-phenylbutyl)-alpha-D-galactosyl residue at the O-1 position and a hexacosanoyl group attached to the nitrogen. One of a series of an extensive set of 4"-O-alkylated alpha-GalCer analogues evaluated (PMID:30556652) as invariant natural killer T-cell (iNKT) antigens. It derives from an alpha-D-galactose. CCCCCCCCCCCCCCCCCCCCCCCCCC(=O)N[C@@H](CO[C@@H]1[C@@H]([C@H]([C@H]([C@H](O1)CO)OCCCCC2=CC=CC=C2)O)O)[C@@H]([C@@H](CCCCCCCCCCCCCC)O)O